C(C)(C)(C)OC(N(C)C1=CC(=C(C=C1)Cl)C1=COCCCN1C=O)=O N-[4-chloro-3-(4-formyl-6,7-dihydro-5H-1,4-oxaazepin-3-yl)phenyl]-N-methyl-carbamic acid tert-butyl ester